OC=1C(=C(C=O)C=C(C1O)I)I 3,4-dihydroxy-2,5-diiodobenzaldehyde